(S)-2-((((9H-fluoren-9-yl)methoxy)carbonyl)amino)-3-(7-(5-((bis(tert-butoxycarbonyl)amino)methyl)pyridin-2-yl)-1-(tert-butoxycarbonyl)-1H-indol-3-yl)propanoic acid C1=CC=CC=2C3=CC=CC=C3C(C12)COC(=O)N[C@H](C(=O)O)CC1=CN(C2=C(C=CC=C12)C1=NC=C(C=C1)CN(C(=O)OC(C)(C)C)C(=O)OC(C)(C)C)C(=O)OC(C)(C)C